C(C)C1(C(NC2(COC2)C2=CC=C(C=C12)C#N)=O)CC 4,4-diethyl-3-oxo-3,4-dihydro-2H-spiro[isoquinoline-1,3'-oxetane]-6-carbonitrile